tert-butyl 4-[(3S)-3-(benzyloxy)-5-[2,3-dimethoxy-5-(methoxycarbonyl)phenoxy]pentyl]-1,4-diazepane-1-carboxylate C(C1=CC=CC=C1)O[C@@H](CCN1CCN(CCC1)C(=O)OC(C)(C)C)CCOC1=C(C(=CC(=C1)C(=O)OC)OC)OC